2-((4-(((S)-2-hydroxy-1-phenylethyl)amino)-5-(3-(pyridin-4-yl)-1,2,4-oxadiazol-5-yl)pyridin-2-yl)amino)-7,7-dimethyl-5,7-dihydrofuro[3,4-b]pyridin-5-ol OC[C@H](C1=CC=CC=C1)NC1=CC(=NC=C1C1=NC(=NO1)C1=CC=NC=C1)NC1=CC=C2C(=N1)C(OC2O)(C)C